(Pentafluorophenyl)n-butyltellurium FC1=C(C(=C(C(=C1CCCC[Te])F)F)F)F